ClC=1C=NC=C(C1N1CCN(CC1)CC=1C=C2CN(C(C2=CC1)=O)N1C(NC(CC1)=O)=O)F 1-(5-((4-(3-chloro-5-fluoropyridin-4-yl)piperazin-1-yl)methyl)-1-oxoisoindolin-2-yl)dihydropyrimidine-2,4(1H,3H)-dione